CC1=C(N=NC(=C1C)N1CC=2C=C(C=NC2CC1)C1=CC(=NC=C1)C)C#N 4,5-dimethyl-6-[3-(2-methyl-4-pyridyl)-7,8-dihydro-5H-1,6-naphthyridin-6-yl]pyridazine-3-carbonitrile